(E)-5-(4-isopropyl-3-methoxystyryl)thiazoleN C(C)(C)C1=C(C=C(/C=C/C2CC=NS2)C=C1)OC